(S)-1-(1-phenylethyl)-1,5-dihydro-2H-pyrrol-2-one C1(=CC=CC=C1)[C@H](C)N1C(C=CC1)=O